N1CCC(CC1)C1=NC=2C(=NC=C(C2)C2CCOCC2)N1 (4-piperidyl)-6-tetrahydropyran-4-yl-3H-imidazo[4,5-b]pyridin